N-({2-[5-chloro-2-(2H-1,2,3-triazol-2-yl)benzoyl]-4-methyl-2-azabicyclo[3.1.1]hept-3-yl}methyl)-5-cyclopropylpyrimidin-2-amine ClC=1C=CC(=C(C(=O)N2C3CC(C(C2CNC2=NC=C(C=N2)C2CC2)C)C3)C1)N1N=CC=N1